CC=1C(=NC(=NC1)NC1=CC2=C(B(OC2)O)C=C1)NC1=C(C=CC=C1)C 5-((5-methyl-4-(o-tolylamino)pyrimidin-2-yl)amino)benzo[c][1,2]oxaborol-1(3H)-ol